ClC1=C(C(=NC=C1C(=O)[O-])OCCOC1OCCCC1)F 4-chloro-5-fluoro-6-(2-((tetrahydro-2H-pyran-2-yl) oxy) ethoxy)Nicotinate